OC(=O)C(F)(F)F.FC(C=1C=C(C=CC1)C1=CN=C(O1)C(=O)N)(F)F 5-(3-(trifluoromethyl)phenyl)-oxazole-2-carboxamide TFA salt